OC1=C(C=CC=C1)C1=C(C(=C(C(=C1O)O)O)O)O (S)-hexahydroxybiphenyl